(2s,4s)-5-chloro-6-fluoro-2-(((((cis)-4-hydroxy-4-methylcyclohexyl)amino)methyl)-2-phenyl-2,3-dihydrobenzofuran-4-yl)-3-fluoro-4-(1H-imidazol-1-yl)benzamide ClC=1C(=C(C(=C(C(=O)N)C1F)C1=CC=CC2=C1C[C@](O2)(C2=CC=CC=C2)CNC2CCC(CC2)(C)O)F)N2C=NC=C2